(R)-8-bromo-6-fluoro-3-(1-(4-methoxyphenyl)ethyl)pyrido[3,4-d]pyrimidin-4(3H)-one BrC1=NC(=CC2=C1N=CN(C2=O)[C@H](C)C2=CC=C(C=C2)OC)F